O(C1=CC=CC=C1)C=1C=CC=2C3=CC(=C(C=C3C3=CC(=C(C=C3C2C1)OC1=CC=CC=C1)OC1=CC=CC=C1)OC1=CC=CC=C1)OC1=CC=CC=C1 3,6,7,10,11-pentaphenoxytriphenylene